methyl 2-ethyl-6-methoxynicotinate C(C)C1=C(C(=O)OC)C=CC(=N1)OC